CC(=O)N[C@@H]1[C@H]([C@@H]([C@H](OC1O)CO)O)O[C@H]2[C@@H]([C@H]([C@H]([C@H](O2)CO)O)O[C@@H]3[C@@H]([C@H]([C@H]([C@H](O3)CO)O)O)O)O The molecule is an amino trisaccharide consisting of two D-galactose residues, linked alpha(1->3), and an N-acetyl-D-glucosamine residue, linked beta(1->3), at the reducing end. It is an amino trisaccharide and a glucosamine oligosaccharide.